Tribenzyl citrate C(CC(O)(C(=O)OCC1=CC=CC=C1)CC(=O)OCC1=CC=CC=C1)(=O)OCC1=CC=CC=C1